4-amino-6-ethynyl-1,3-dimethylquinolin-2(1H)-one NC1=C(C(N(C2=CC=C(C=C12)C#C)C)=O)C